[Si](C)(C)(C(C)(C)C)O[C@@H]1C[C@H](N(C1)C)C(=O)OC methyl (2S,4R)-4-[tert-butyl(dimethyl)silyl]oxy-1-methyl-pyrrolidine-2-carboxylate